5-(imidazo[1,2-b]pyridazin-6-yl)-N-(cis-3-morpholinocyclobutyl)pyrrolo[2,1-f][1,2,4]triazin-2-amine N=1C=CN2N=C(C=CC21)C=2C=CN1N=C(N=CC12)N[C@@H]1C[C@@H](C1)N1CCOCC1